4-methyl-2-oxo-2H-chromen CC1=CC(OC2=CC=CC=C12)=O